BrC1=C(C=C(C=C1)[C@H]([C@H](CC=1SC=2C(N1)=C(C=C(C2)OC)C(=O)OCC)OC2CCCC2)O[Si](C)(C)C(C)(C)C)OC ethyl 2-[(2S,3R)-3-(4-bromo-3-methoxy-phenyl)-3-[tert-butyl (dimethyl) silyl] oxy-2-(cyclopentoxy) propyl]-6-methoxy-1,3-benzothiazole-4-carboxylate